phenylformic acid succinimidyl ester C1(CCC(N1OC(=O)C1=CC=CC=C1)=O)=O